C(CCCCCCCCCCCCCCCCC)N.C(CCCCCCC\C=C/CCCCCCCC)(=O)N(C)CC(=O)O N-oleoyl-sarcosine octadecylamine salt